4-(trifluoromethyl)-5,6,7,8-tetrahydroquinolin-2-yl trifluoromethanesulfonate FC(S(=O)(=O)OC1=NC=2CCCCC2C(=C1)C(F)(F)F)(F)F